C(C)(C)[Si](OC)(OC)CC(C)C iso-propyl-isobutyl-dimethoxysilane